3-amino-4-(4-(tert-Butyldiphenylsiloxy)phenethylamino)benzonitrile NC=1C=C(C#N)C=CC1NCCC1=CC=C(C=C1)O[Si](C1=CC=CC=C1)(C1=CC=CC=C1)C(C)(C)C